4-amino-5-methyl-5H-pyrrole NC1=CC=NC1C